4-(5-(Furan-2-yl)-1,3,4-oxadiazol-2-carbonyl)piperidine-1-carboxylic acid tert-butyl ester C(C)(C)(C)OC(=O)N1CCC(CC1)C(=O)C=1OC(=NN1)C=1OC=CC1